ClC1=C(C=CC=C1)[C@H]1CC[C@H](N1C(=O)C1=CC=C(C=C1)C1=CC(=C(C=C1)F)C#N)C(=O)O (2S,5R)-5-(2-chlorophenyl)-1-(3'-cyano-4'-fluoro-[1,1'-biphenyl]-4-carbonyl)pyrrolidine-2-carboxylic acid